COC=1C=C2CCN(CC2=CC1NC1=NC=C2C(=N1)N(N=C2)CC2(CC2)C)C 6-methoxy-2-methyl-N-(1-((1-methylcyclopropyl)methyl)-1H-pyrazolo[3,4-d]pyrimidin-6-yl)-1,2,3,4-tetrahydroisoquinolin-7-amine